1-[4-cyclopropyl-2-(difluoromethyl)phenyl]-N-[(3R)-1-methylpiperidin-3-yl]pyrido[3,4-d]pyridazin-4-amine formate C(=O)O.C1(CC1)C1=CC(=C(C=C1)C1=C2C(=C(N=N1)N[C@H]1CN(CCC1)C)C=NC=C2)C(F)F